NCC=1C=NC(=NC1)C1=C(C=C(C#N)C=C1)OC=1N(N=C(C1)N(C)C)C 4-[5-(aminomethyl)pyrimidin-2-yl]-3-[5-(dimethylamino)-2-methylpyrazol-3-yl]oxybenzonitrile